3-{4-[(tridec-2-yn-1-yloxy)methyl]phenyl}propanoic acid C(C#CCCCCCCCCCC)OCC1=CC=C(C=C1)CCC(=O)O